3-(2-methyl-5-(8-(4-(4-methylpiperazin-1-yl)piperidin-1-yl)oct-1-yn-1-yl)-4-oxoquinazolin-3(4H)-yl)piperidine-2,6-dione CC1=NC2=CC=CC(=C2C(N1C1C(NC(CC1)=O)=O)=O)C#CCCCCCCN1CCC(CC1)N1CCN(CC1)C